1-((Trans)-4-((7-((S)-2-(6-methoxynaphthalen-2-yl)propanoyl)-7H-pyrrolo[2,3-d]pyrimidin-4-yl)(methyl)amino)cyclohexyl)-N-methyl-methanesulfonamide COC=1C=C2C=CC(=CC2=CC1)[C@@H](C(=O)N1C=CC2=C1N=CN=C2N([C@@H]2CC[C@H](CC2)CS(=O)(=O)NC)C)C